C=1(C(=CC=CC1)S(=O)(=O)[O-])OC anisolesulfonate